ClC1=CC=C(C=C1)C1=NN(C(C(=C1)C(=O)N[C@@H]1[C@H](CCC1)O)=O)C1=CN=NC=C1 3-(4-chlorophenyl)N-[(1S,2S)-2-hydroxycyclopentyl]-6-oxo-6H-1,4'-bipyridazine-5-carboxamide